2-[1-[(3,5-difluorophenyl)methyl]-5-oxopyrrolidin-2-yl]acetic acid FC=1C=C(C=C(C1)F)CN1C(CCC1=O)CC(=O)O